2-methyl-2-{5-[(3-{5-[({1-[2-(pyridin-4-yl)acetyl]piperidin-4-yl}amino)methyl]-1-(2,2,2-trifluoroethyl)-1H-indol-2-yl}prop-2-yn-1-yl)amino]pyridin-2-yl}propanenitrile CC(C#N)(C)C1=NC=C(C=C1)NCC#CC=1N(C2=CC=C(C=C2C1)CNC1CCN(CC1)C(CC1=CC=NC=C1)=O)CC(F)(F)F